CC(C=C)CC=CC 3-methylhept-1,5-diene